COC1=CC=C(C=C1OC)C#CC1=CC=C(C=C1)OC 4,5,4'-trimethoxytolan